3-methoxy-4-(((3Z,6Z)-non-3,6-dien-1-yl)oxy)benzaldehyde COC=1C=C(C=O)C=CC1OCC\C=C/C\C=C/CC